O=C1NC(CCC1C1=CC(=C(C=C1)N1CCN(CC1)CCC1CCN(CC1)NC(OC(C)(C)C)=O)F)=O tert-butyl (4-(2-(4-(4-(2,6-dioxopiperidin-3-yl)-2-fluorophenyl)piperazin-1-yl)ethyl)piperidin-1-yl)carbamate